C(#C)C=1C=C(OC2=CC=CC(=N2)S(=O)(=O)NC(=O)C=2C(=NC=CC2)N2C(CC(C2)C)(C)C)C=CC1 N-[[6-(3-Ethynylphenoxy)-2-pyridyl]sulfonyl]-2-(2,2,4-trimethylpyrrolidin-1-yl)pyridin-3-carboxamid